CC1(CCN(CC1)C=1OC2=C(C=C(C=C2C(C1)=O)C)[C@@H](C)NC=1C(=CN=NC1)C(=O)O)C (R)-5-((1-(2-(4,4-dimethylpiperidin-1-yl)-6-methyl-4-oxo-4H-chromen-8-yl)ethyl)amino)pyridazine-4-carboxylic acid